NC1=CC=C(OC2=CC=CC(=C2)C(C)(C)C2=CC(=CC=C2)OC2=CC=C(C=C2)N)C=C1 bis[4-(4-aminophenoxy)benzene-6-yl]propane